3-amino-6-bromo-4-(7-fluoro-1-methylindazol-4-yl)-1H-1,7-phenanthrolin-2-one NC=1C(NC2=C3C=CC=NC3=C(C=C2C1C1=C2C=NN(C2=C(C=C1)F)C)Br)=O